2-(4-(2-(N-(2-methoxypyridin-4-yl)sulfamoyl)acetamido)-1H-pyrazol-1-yl)-N-methyl-N-(2-(p-tolyloxy)ethyl)acetamide COC1=NC=CC(=C1)NS(=O)(=O)CC(=O)NC=1C=NN(C1)CC(=O)N(CCOC1=CC=C(C=C1)C)C